propionic acid-2,3-d C(C(C[2H])[2H])(=O)O